C1(=CC=CC=C1)C1=C2C(=C(C(=C(C2=C(C=2C(=C(C(=C(C12)[2H])[2H])[2H])[2H])[2H])[2H])[2H])[2H])C1=CC=CC=2C3=CC=CC=C3C3=CC=CC=C3C12 phenyl(triphenylenyl)anthracene-d8